3,4-dichloro-5-hydroxy-1-(4-nitrobenzyl)-1H-pyrrol-2(5H)-one ClC=1C(N(C(C1Cl)O)CC1=CC=C(C=C1)[N+](=O)[O-])=O